(E)-4-(4-methoxystyryl)pyridine COC1=CC=C(/C=C/C2=CC=NC=C2)C=C1